(R)-7-bromo-5-(tert-butyl)-3-butyl-8-methoxy-2,3,4,5-tetrahydrobenzo[f][1,2,5]thiadiazepine 1,1-dioxide BrC=1C(=CC2=C(N(C[C@H](NS2(=O)=O)CCCC)C(C)(C)C)C1)OC